cyclopropyl(4-(((2R,3R,4R,5S)-3,4,5-trihydroxy-2-(hydroxymethyl)piperidin-1-yl)methyl)piperidin-1-yl)methanone C1(CC1)C(=O)N1CCC(CC1)CN1[C@@H]([C@H]([C@@H]([C@H](C1)O)O)O)CO